O1CCC(CC1)C(N1C[C@@H]2[C@H](C1)CC(C2)NC2=CC=C(N=N2)C=2C=C(C=CC2)NC(C([2H])([2H])[2H])=O)([2H])[2H] N-(3-(6-(((3aR,5s,6aS)-2-((tetrahydro-2H-pyran-4-yl)methyl-d2)octahydrocyclopenta[c]pyrrol-5-yl)amino)pyridazin-3-yl)phenyl)acetamide-2,2,2-d3